3-(8-chloro-4-hydroxy-7-((2-methoxyethoxy)methoxy)-2,2-dimethylchroman-6-yl)-7-((2-methoxyethoxy)methoxy)-4H-chromen-4-one ClC=1C(=C(C=C2C(CC(OC12)(C)C)O)C1=COC2=CC(=CC=C2C1=O)OCOCCOC)OCOCCOC